IC1=CC=C(C[C@H](N)C(=O)O)C=C1 p-iodophenylalanine